COC(C1=C(C=C(C=C1)[N+](=O)[O-])Cl)=O 2-chloro-4-nitrobenzoic acid methyl ester